C(C1=CC=CC=C1)OC1=C2C[C@H](NCC2=CC=C1OC)C(=O)OC Methyl (S)-5-(benzyloxy)-6-methoxy-1,2,3,4-tetrahydroisoquinoline-3-carboxylate